5,6,7,8-tetrahydro-1,6-naphthyridine-7-carboxylic acid N1=CC=CC=2CNC(CC12)C(=O)O